8-fluoro-N-(1-((1R,2S)-2-fluorocyclopropyl)-2-oxo-1,2-dihydropyridin-3-yl)-7-isopropoxy-2-((1S,4R)-1-methyl-2-oxabicyclo[2.2.1]hept-4-yl)imidazo[1,2-a]pyridine-6-carboxamide FC=1C=2N(C=C(C1OC(C)C)C(=O)NC=1C(N(C=CC1)[C@H]1[C@H](C1)F)=O)C=C(N2)[C@@]21CO[C@@](CC2)(C1)C